C(CCCCCCC)[N+]1=C(N(C2=C1C=CC=C2)CCCCCCCC)C(=O)[O-] 1,3-dioctylbenzimidazolium-2-carboxylate